((R)-1-((R)-2-(2,5-dichloroBenzamido)-3-(methylthio)propionamido)-3-methylbutyl)boronic acid ClC1=C(C(=O)N[C@H](C(=O)N[C@@H](CC(C)C)B(O)O)CSC)C=C(C=C1)Cl